N-(2-((2-amino-5-methoxyphenyl)amino)ethyl)-2-bromoacetamide NC1=C(C=C(C=C1)OC)NCCNC(CBr)=O